OC1CCCCCC=2C=C(C=C(C2C(OC(CCC1)C)=O)O)O 7,15,17-trihydroxy-11-methyl-12-oxabicyclo[12.4.0]octadeca-1(14),15,17-trien-13-one